C[C@H](CCCC(C)C)[C@H]1CC[C@@H]2[C@@]1(CC[C@H]3[C@H]2CCC4=CC(=O)CC[C@]34C)C cholestanone